Glycerol-d hexyldecyl-dimethyloctanoate C(CCCCC)C(C(C(=O)OC(C(O)CO)[2H])(C)C)(CCCCC)CCCCCCCCCC